BrC=1C=CC=2C(NS(C=3C=CC=C(NCCC[C@H]4CC(N(C2N1)C4)(C)C)N3)(=O)=O)=O (14S)-8-bromo-12,12-dimethyl-2λ6-thia-3,9,11,18,23-pentaazatetracyclo[17.3.1.111,14.05,10]tetracosa-1(23),5(10),6,8,19,21-hexaene-2,2,4-trione